6-(propan-2-yl)-2-[(5,6,7,8-tetrahydro-2,6-naphthyridin-3-yl)amino]-4H,5H,6H,7H,8H-pyrazolo[1,5-d][1,4]diazepin-7-one CC(C)N1C(CN2C(CC1)=CC(=N2)NC=2N=CC=1CCNCC1C2)=O